[Ce].O water cerium